C12CN(CC(CC1)N2)C2=NC(=NC1=C(C(=C(C=C21)Cl)C2=C1C=NNC1=CC(=C2Cl)C)F)OC[C@]21CCCN1C[C@@H](C2)F 4-(3,8-diazabicyclo[3.2.1]-octan-3-yl)-6-chloro-7-(5-chloro-6-methyl-1H-indazol-4-yl)-8-fluoro-2-(((2R,7aS)-2-fluorotetrahydro-1H-pyrrolizin-7a(5H)-yl)meth-oxy)quinazoline